2-(4-(3-(1-(4-fluorophenyl)ethyl)-4-hydroxybenzyl)-3,5-dimethylphenyl)acetic acid FC1=CC=C(C=C1)C(C)C=1C=C(CC2=C(C=C(C=C2C)CC(=O)O)C)C=CC1O